(S)-N-(5-methyl-4-oxo-2,3,4,5-tetrahydrobenzo[b][1,4]oxazepin-3-yl)-2-(trifluoromethyl)imidazo[1,5-a]pyrimidine-8-carboxamide CN1C2=C(OC[C@@H](C1=O)NC(=O)C=1N=CN3C1N=C(C=C3)C(F)(F)F)C=CC=C2